F[C@@H]1[C@@H](C2=C(N(C=C2C(F)(F)F)C=2C(=C(C#N)C=CC2)F)[C@@H]1F)O (4R,5R,6S)-(5,6-difluoro-4-hydroxy-3-(trifluoromethyl)-5,6-dihydrocyclopenta[b]pyrrole-1(4H)-yl)-2-fluorobenzonitrile